diethyl-4H-benzo[d][1,3]dioxin-4-one C(C)C1=CC=CC=2OC(OC(C21)=O)CC